3-chloro-6-(4-methoxyphenyl)pyridazine ClC=1N=NC(=CC1)C1=CC=C(C=C1)OC